1-(1(R)-(6,7-difluoro-1-oxo-1,2-dihydroisoquinolin-4-yl)ethyl)-1-methyl-3-((R)-1-phenylethyl)urea FC=1C=C2C(=CNC(C2=CC1F)=O)[C@@H](C)N(C(=O)N[C@H](C)C1=CC=CC=C1)C